2-methyl-6-fluoroisoquinolin-1(2H)-one CN1C(C2=CC=C(C=C2C=C1)F)=O